[Cu+2].ClC1=C2C=CC=NC2=C(C=C1)O.ClC1=C2C=CC=NC2=C(C=C1)O bis(5-chloro-8-hydroxyquinoline) copper (II)